Ethyl 4-((4-bromobenzyl) amino)-7-methoxy-1,8-naphthyridine-3-carboxylate BrC1=CC=C(CNC2=C(C=NC3=NC(=CC=C23)OC)C(=O)OCC)C=C1